C(=O)C=1C(=C2C=C(N(C2=CC1)CC1CN(S(CO1)(=O)=O)CC1=CC=C(C=C1)OC)C#N)C 5-formyl-1-{[4-(4-methoxybenzyl)-3,3-dioxido-1,3,4-oxathiazinan-6-yl]methyl}-4-methyl-1H-indole-2-carbonitrile